COC1=CN=CS1 5-methoxy-1,3-thiazol